2-(3,5-Dichloro-4-((4-methyl-2-(5-cyclopropylfuran-2-yl)quinolin-6-yl)oxy)phenyl)-3,5-dioxo-2,3,4,5-tetrahydro-1,2,4-triazine-6-carbonitrile ClC=1C=C(C=C(C1OC=1C=C2C(=CC(=NC2=CC1)C=1OC(=CC1)C1CC1)C)Cl)N1N=C(C(NC1=O)=O)C#N